S-((R/S)-2-(1-iminoethylamino)propyl)-L-cysteine N=C(C)N[C@@H](CSC[C@H](N)C(=O)O)C |&1:4|